3-amino-1,5-naphthalenedisulfonate NC=1C=C(C=2C=CC=C(C2C1)S(=O)(=O)[O-])S(=O)(=O)[O-]